N-(5-((3-(thiazol-5-ylmethyl)piperidin-1-yl)methyl)thiazol-2-yl)acetamide S1C=NC=C1CC1CN(CCC1)CC1=CN=C(S1)NC(C)=O